dimethylpropane-1,3-diamine hydrochloride Cl.CC(CN)(CN)C